BrC=1N=C(C(=NC1)N)C=1SC(=NN1)C1=CC=C(C=C1)CNC 5-bromo-3-(5-(4-((methylamino)methyl)phenyl)-1,3,4-thiadiazol-2-yl)pyrazin-2-amine